N[C@H]1C[C@H](N(C1)C([C@H](C(C)(C)C)NC(=O)[C@H](C)N(C(OC(C)(C)C)=O)C)=O)C(NC1=C(C=CC=C1F)F)=O tert-butyl N-[(1S)-1-{[(2S)-1-[(2S,4S)-4-amino-2-[(2,6-difluorophenyl) carbamoyl]pyrrolidin-1-yl]-3,3-dimethyl-1-oxobutan-2-yl]carbamoyl}ethyl]-N-methylcarbamate